(3-[1-(3-trifluoromethanesulfonylamino-propyl)-2,5-Dihydro-1H-silol-1-yl]-propyl)-acetamide FC(S(=O)(=O)NCCC[Si]1(CC=CC1)CCCCC(=O)N)(F)F